propyl-tris(diethylamino)tin C(CC)[Sn](N(CC)CC)(N(CC)CC)N(CC)CC